behenic acid (Docosanedioate) C(CCCCCCCCCCCCCCCCCCCCC(=O)O)(=O)O.C(CCCCCCCCCCCCCCCCCCCCC)(=O)O